N[C@H](C(=O)O)CCN(CC=1C=NC=CC1C1=CC=CC=C1)CC1=C(C=CC=C1)NC(C1=CC(=CC=C1)OC)=O (S)-2-amino-4-((2-(3-methoxybenzamido)benzyl)((4-phenylpyridin-3-yl)methyl)amino)butanoic acid